(S)-3-methylcyclohexanone C[C@@H]1CC(CCC1)=O